N-(2-hydroxyethyl)-N-(propan-2-yl)carbamic acid tert-butyl ester C(C)(C)(C)OC(N(C(C)C)CCO)=O